ClC(CCCCC(=O)OC)=O methyl 6-chloro-6-oxohexanoate